NCCNC(=O)C=1C=C(C=CC1N1[C@@H](CN(CC1)C(C1=C(C=C(C=C1)C(F)(F)F)Cl)=O)CC)C1=C(C=CC=C1)COC (R)-N-(2-aminoethyl)-4-(4-(2-chloro-4-(trifluoromethyl)benzoyl)-2-ethylpiperazin-1-yl)-2'-(methoxymethyl)-[1,1'-biphenyl]-3-carboxamide